C(CCCCCCC)O[Zr](OCCCCCCCC)(OCCCCCCCC)OCCCCCCCC tetraoctoxyzirconium